1-(3-vinylpyridin-2-yl)ethan-1-one C(=C)C=1C(=NC=CC1)C(C)=O